3,3,3-trifluoro-2-methoxy-2-phenylpropionic acid FC(C(C(=O)O)(C1=CC=CC=C1)OC)(F)F